(2-[8-(diethoxymethylsilyl)octoxy]-5-hydroxyphenyl)tri(n-butyl)phosphonium bromide [Br-].C(C)OC(OCC)[SiH2]CCCCCCCCOC1=C(C=C(C=C1)O)[P+](CCCC)(CCCC)CCCC